chlorodi-methyl(2,3,4,5-tetramethyl-2,4-cyclopentadien-1-yl)silane Cl[Si](C1C(=C(C(=C1C)C)C)C)(C)C